F[C@]1(CN(CC[C@H]1O)C1=NC=CC(=N1)NC=1N=CC2=C(N=CC(=C2C1)[C@@H](COC)C)N1[C@@H](CC1)C)C (3S,4R)-3-fluoro-1-(4-((5-((S)-1-methoxypropan-2-yl)-8-((R)-2-methylazetidin-1-yl)-2,7-naphthyridin-3-yl)amino)pyrimidin-2-yl)-3-methylpiperidin-4-ol